ClC=1N=NC(=C(C1)C)Cl 3,6-bisChloro-5-methylpyridazine